2-(piperidin-1-yl)ethyl (Z)-2-(5,6-dimethoxy-2-methyl-1-(3,4,5-trimethoxybenzylidene)-1H-inden-3-yl)acetate COC=1C=C2C(=C(/C(/C2=CC1OC)=C/C1=CC(=C(C(=C1)OC)OC)OC)C)CC(=O)OCCN1CCCCC1